C1(CC1)C1=CC=C(COC2=CC=CC(=N2)C2=CC(=C(CC3=NC4=C(N3[C@@H]3COCC3(C)C)C=C(C=C4)C(=O)O)C=C2F)F)C=C1 (S)-2-(4-(6-((4-cyclopropylbenzyl)oxy)pyridin-2-yl)-2,5-difluorobenzyl)-1-(4,4-dimethyltetrahydrofuran-3-yl)-1H-benzo[d]imidazole-6-carboxylic acid